CON=C1NC2=CC=C(C=C2C(N1CC=1C=NN(C1)C)=O)S(=O)(=O)NC1(COC1)C 2-methoxyimino-N-(3-methyl-oxetan-3-yl)-3-[(1-methylpyrazol-4-yl)methyl]-4-oxo-1H-quinazoline-6-sulfonamide